(1-benzyl-3-(4-bromobenzyl)-2,5-dioxoimidazolin-4-yl)-N-(3-(hydroxylamino)-3-oxopropyl)propanamide C(C1=CC=CC=C1)N1C(N(C(C1=O)C(C(=O)NCCC(=O)NO)C)CC1=CC=C(C=C1)Br)=O